2-(4-methoxypiperidin-1-yl)ethanamine COC1CCN(CC1)CCN